5'-Fluoro-4-methyl-N-(6-methylpyridin-2-yl)-[3,4'-bipyridine]-2'-carboxamide FC=1C(=CC(=NC1)C(=O)NC1=NC(=CC=C1)C)C=1C=NC=CC1C